6-bromo-1-(4-methoxybenzyl)benzo[cd]indole BrC=1C=2C3=C(CN(C3=CC1)CC1=CC=C(C=C1)OC)C=CC2